3-trans-dimethylcyclopentane CC1(CCCC1)C